3-(1-(2,5-Difluorophenyl)-1-hydroxy-4-(trimethylsilyl)but-3-yn-1-yl)-1-methylpyridin-2(1H)-one FC1=C(C=C(C=C1)F)C(CC#C[Si](C)(C)C)(O)C=1C(N(C=CC1)C)=O